O.[Na].[K].[Na] sodium-potassium sodium water